(4-((3-bromoimidazo[1,2-a]pyrazin-8-yl)amino)phenyl)pyrrolidin-2-one tert-Butyl-4-(3-benzyloxy-4-nitro-phenyl)-6-oxo-2,3-dihydropyridine-1-carboxylate C(C)(C)(C)OC(=O)N1CCC(=CC1=O)C1=CC(=C(C=C1)[N+](=O)[O-])OCC1=CC=CC=C1.BrC1=CN=C2N1C=CN=C2NC2=CC=C(C=C2)N2C(CCC2)=O